C1(CC1)CC1=NN(C=C1)C 3-(cyclopropylmethyl)-1-methyl-1H-pyrazol